7-(4-chlorophenyl)-2-(2,2-difluoroethoxy)-6-isopropyl-3H-imidazo[2,1-f][1,2,4]triazin-4-one ClC1=CC=C(C=C1)C1=C(N=C2C(NC(=NN21)OCC(F)F)=O)C(C)C